2-(2-isopropyl-6-(6-(2-(3-sulfamoyl-1H-pyrazol-1-yl)ethoxy)pyridazin-4-yl)phenyl)acetic acid C(C)(C)C1=C(C(=CC=C1)C1=CN=NC(=C1)OCCN1N=C(C=C1)S(N)(=O)=O)CC(=O)O